FC1=CC=2N(C=C1NC(=O)N1CCC=3C1=NC=CC3N3CCN(CC3)C(=O)OC(C)(C)C)C=C(N2)C tert-butyl 4-(1-((7-fluoro-2-methylimidazo[1,2-a]pyridin-6-yl)carbamoyl)-2,3-dihydro-1H-pyrrolo[2,3-b]pyridin-4-yl)piperazine-1-carboxylate